O=C1NC(CCC1N1C(C2=CC=C(C=C2C1=O)C1(CCN(C2=CC=CC=C12)CC1=CC=C(C=C1)F)O)=O)=O 2-(2,6-dioxopiperidin-3-yl)-5-(1-(4-fluorobenzyl)-4-hydroxy-1,2,3,4-tetrahydroquinolin-4-yl)isoindoline-1,3-dione